tert-butyl 6'-methoxy-5'-(methylsulfonyl)-5,6-dihydro-[3,3'-bipyridine]-1(2H)-carboxylate COC1=C(C=C(C=N1)C=1CN(CCC1)C(=O)OC(C)(C)C)S(=O)(=O)C